6-[(2-cyclobutylmorpholin-4-yl)methyl]-2-(3-{3-[(4-methyl-1,2,4-triazol-3-yl)methyl]oxetan-3-yl}phenyl)-4-(trifluoromethyl)-3H-isoindol-1-one C1(CCC1)C1CN(CCO1)CC1=CC(=C2CN(C(C2=C1)=O)C1=CC(=CC=C1)C1(COC1)CC1=NN=CN1C)C(F)(F)F